Br[SiH]1C[SiH](CCC1)Br 1,3-dibromo-1,3-disilacyclohexane